C(C)NC=1C=C(C=CC1C)S(=O)(=O)[O-].[Na+] sodium 3-(ethylamino)-4-methylbenzenesulfonate